[Br-].C(CCC)C1=C(C=CC=C1)P(CCCC[PH+](C1=CC=CC=C1)C1=CC=CC=C1)C1=CC=CC=C1 (4-(butyldiphenylphosphino)butyl)diphenyl-phosphonium bromide